Methyl (S)-2-((S)-2-(((1-(3-(benzyloxy)benzyl)cyclopropoxy)carbonyl)amino)-4-methylpentanamido)-3-((S)-2-oxopyrrolidin-3-yl)propanoate C(C1=CC=CC=C1)OC=1C=C(CC2(CC2)OC(=O)N[C@H](C(=O)N[C@H](C(=O)OC)C[C@H]2C(NCC2)=O)CC(C)C)C=CC1